tert-butyl (S)-((1-(4,5-dichloro-2-ethoxybenzyl)pyrrolidin-3-yl)methyl)carbamate ClC1=CC(=C(CN2C[C@@H](CC2)CNC(OC(C)(C)C)=O)C=C1Cl)OCC